C(C)(C)(C)OC(=O)N[C@@H](CC(C)C)C(=O)O (tert-Butoxycarbonyl)-L-leucine